ClC=1C(=CC(=C(CN2CCCCC2)C1)OCC=1C=NC=C(C1)C#N)OC1CCC2=C(C=CC=C12)C1=C(C(=CC=C1)OCCCN1C[C@@H](CC1)O)C (2S)-1-(5-Chloro-2-((5-cyanopyridin-3-yl)methoxy)-4-((4-(3-(3-((R)-3-hydroxypyrrolidin-1-yl)propoxy)-2-methylphenyl)-2,3-dihydro-1H-inden-1-yl)oxy)benzyl)-piperidin